4,5-dihydro-1H-pyrazolo[3,4-d]pyrimidine-3-carbonitrile N1N=C(C2=C1N=CNC2)C#N